IC=1C=C(C=CC1OC)C=1C(=COC1)C(=O)OC methyl 4-(3-iodo-4-methoxyphenyl)furan-3-carboxylate